C(C1=CC=CC=C1)OC=1C=C2C(=NC(=NC2=CC1OC)Cl)N[C@H](C)C1=C(C(=CC=C1)C(F)F)F 6-(benzyloxy)-2-chloro-N-[(1R)-1-(3-(difluoromethyl)-2-fluorophenyl)ethyl]-7-Methoxyquinazolin-4-amine